((6-(5-(((cyclopentyl(methyl)carbamoyl)oxy)methyl)-1-methyl-1H-pyrazol-4-yl)pyridin-3-yl)oxy)cyclohexane-1-carboxylic acid C1(CCCC1)N(C(=O)OCC1=C(C=NN1C)C1=CC=C(C=N1)OC1(CCCCC1)C(=O)O)C